ClC1=C(C=C(C=C1)N1N=C(C=2C1=NC=CC2)C2=CC=C(C=C2)C(F)(F)F)C(C(=O)N)=C (2-chloro-5-(3-(4-(trifluoromethyl)phenyl)-1H-pyrazolo[3,4-b]pyridin-1-yl)phenyl)acrylamide